C(C)C1=CC=2C3=NN(C4=CC=C(OCCCNC(OCCN1N2)=O)C=C34)C3OCCCC3 4-ethyl-19-(oxan-2-yl)-8,14-dioxa-5,10,19,20,23-pentaazatetracyclo[13.5.2.12,5.018,21]tricosa-1(20),2(23),3,15,17,21-hexaen-9-one